butane-1,4-diboronic acid C(CCCB(O)O)B(O)O